C(#N)C1=C(C=CC(=C1)C(F)(F)F)S(=O)(=O)N1C[C@@H]([C@@](C1)(CNC)O)OC1=CC(=C(C#N)C=C1)F 4-(((3S,4S)-1-((2-cyano-4-(trifluoromethyl)phenyl)sulfonyl)-4-hydroxy-4-((methylamino)methyl)pyrrolidin-3-yl)oxy)-2-fluorobenzonitrile